FC=1C=C(C=CC1C(F)(F)F)NC(=O)[C@]12[C@H]3C[C@@H]([C@@H]([C@@]2(C1)C1=CC(=NC=C1)OC)O3)O |r| rac-(1r,2r,4s,5r,6s)-N-(3-fluoro-4-(trifluoromethyl)phenyl)-6-hydroxy-4-(2-methoxypyridin-4-yl)-8-oxatricyclo[3.2.1.02,4]octane-2-carboxamide